CN(C/C=C/C(=O)N1CCOC2=C3C(=NC=NC3=CC=C21)NC2=CC=C(C=C2)OC2=CC=C(C=C2)F)C (E)-4-(dimethylamino)-1-(10-((4-(4-fluorophenoxy)phenyl)amino)-2,3-dihydro-4H-[1,4]oxazino[2,3-f]quinazolin-4-yl)but-2-en-1-one